C(C)(C)(C)OC(=O)N(CCNC(CCC(NC(C)C)=O)=O)CCNC(CCC(NC(C)C)=O)=O (2S,20S)-11-(tert-butoxycarbonyl)-2,20-dimethyl-4,7,15,18-tetraoxo-3,8,11,14,19-pentaazaheneicosane